C1(=CC=CC=C1)C1N(CC2=CC(=CC=C12)C1=NC=CC(=N1)NC=1C=C2C=NNC2=CC1)C(=O)N phenyl-5-(4-((1H-indazol-5-yl)amino)-pyrimidin-2-yl)isoindoline-2-carboxamide